8-chloro-2-(4,4-difluoroazepan-1-yl)-N-(3-sulfamoylphenyl)quinoline-3-carboxamide ClC=1C=CC=C2C=C(C(=NC12)N1CCC(CCC1)(F)F)C(=O)NC1=CC(=CC=C1)S(N)(=O)=O